OC[C@@H]1CC[C@H](CO1)NC=1C2=C(N=CN1)NC=C2C=O (4-(((3R,6S)-6-(hydroxymethyl)tetrahydro-2H-pyran-3-yl)amino)-7H-pyrrolo[2,3-d]Pyrimidin-5-yl)methanone